ClC=1C=CC2=C(C=C(O2)C(C(=O)N[C@@H]([C@H](O)C=2C=C3CCC(OC3=CC2)(C)C)CN2CCCC2)(F)F)C1 2-(5-chlorobenzofuran-2-yl)-N-((1r,2r)-1-(2,2-dimethylchroman-6-yl)-1-hydroxy-3-(pyrrolidin-1-yl)propan-2-yl)-2,2-difluoroacetamide